2-[4-[4-[(2,6-dioxo-3-piperidyl)amino]phenyl]-1-piperidyl]acetic acid trifluoroacetic acid salt FC(C(=O)O)(F)F.O=C1NC(CCC1NC1=CC=C(C=C1)C1CCN(CC1)CC(=O)O)=O